ClC1=CC(=C(C=C1)C1=NC(=CC=2N=C(N(C(C21)=O)C)C)N2C[C@@H](OCC2)C2=CC(=NC=C2)OC)F 5-(4-chloro-2-fluorophenyl)-7-((2S)-2-(2-methoxy-4-pyridyl)-4-morpholinyl)-2,3-dimethylpyrido[4,3-d]pyrimidin-4(3H)-one